C(C)S(=O)(=O)C=1N=C2N(N1)[C@@H](CC2)C2=C(C=CC=C2)F (S)-2-ethylsulfonyl-5-(2-fluorophenyl)-6,7-dihydro-5H-pyrrolo[1,2-b][1,2,4]triazole